1-(3-(3-((2-(4-hydroxy-4-methylpiperidin-1-yl)pyrimidin-4-yl)amino)-8-((2R,3S)-2-methyl-3-(2-(methylsulfonyl)propan-2-yl)azetidin-1-yl)isoquinolin-5-yl)azetidin-1-yl)prop-2-en-1-one OC1(CCN(CC1)C1=NC=CC(=N1)NC=1N=CC2=C(C=CC(=C2C1)C1CN(C1)C(C=C)=O)N1[C@@H]([C@H](C1)C(C)(C)S(=O)(=O)C)C)C